BrC=1C=C2C=NN(C2=CC1)C1=CC(=C(C=C1)F)O[Si](C)(C)C(C)(C)C 5-bromo-1-(3-((tert-butyldimethylsilyl)oxy)-4-fluorophenyl)-1H-indazole